3-[2-fluoro-4-(piperidin-4-yl)phenyl]Piperidine-2,6-dione FC1=C(C=CC(=C1)C1CCNCC1)C1C(NC(CC1)=O)=O